C(C)(C)(C)OC(=O)N1C[C@]2(CCN3N=C(C=C32)C=3C=NC(=C(C3)C(F)(F)F)N)CC1 |r| (rac)-tert-butyl-2'-[6-amino-5-(trifluoromethyl)pyridin-3-yl]-5',6'-dihydrospiro[pyrrolidine-3,4'-pyrrolo[1,2-b]pyrazole]-1-carboxylate